O=C1NC(CCC1N1C(C2=CC=C(C=C2C1=O)CN1CCC(=CC1)C=1SC(=CC1)C)=O)=O 2-(2,6-dioxopiperidin-3-yl)-5-((4-(5-methylthiophen-2-yl)-3,6-dihydropyridin-1(2H)-yl)methyl)isoindoline-1,3-dione